(S)-N-((R)-1-(3-chloro-2,4-difluorophenyl)-2-((trans)-4-(trifluoromethyl)cyclohexyl)-ethyl)-2-oxoimidazolidine-4-carboxamide ClC=1C(=C(C=CC1F)[C@@H](C[C@@H]1CC[C@H](CC1)C(F)(F)F)NC(=O)[C@H]1NC(NC1)=O)F